1-Dodecyl-2-ethylpyridinium fluorid [F-].C(CCCCCCCCCCC)[N+]1=C(C=CC=C1)CC